FC1(CCN(CC1)C1=C(C(=NC(=C1F)F)NCC(=O)O)F)F 2-{[4-(4,4-Difluoropiperidin-1-yl)-3,5,6-trifluoropyridin-2-yl]amino}acetic acid